N-{1-[5-(5-amino-2-methyl-phenyl)thiophen-2-yl]ethyl}-6,7-dimethoxy-2-methylquinazolin-4-amine NC=1C=CC(=C(C1)C1=CC=C(S1)C(C)NC1=NC(=NC2=CC(=C(C=C12)OC)OC)C)C